S1C(SCCC1)C1=C[N+](=C2N(C1=O)C=CC=C2)CCC 3-(1,3-dithian-2-yl)-4-oxo-1-propyl-4H-pyrido[1,2-a]pyrimidinium